CN1CCN(CC1)C1=CC=C(C=N1)C=1C=C(C=2N=CN=C(C2N1)N[C@@H]1CNCCC1)C(=O)N 6-[6-(4-methylpiperazin-1-yl)pyridin-3-yl]-4-[(3S)-piperidin-3-ylamino]pyrido[3,2-d]pyrimidine-8-carboxamide